CC=1C(=C(CC2=C(C#N)C=CC=C2)C=C(C1)C)OCCN1CCN(CC1)C (3,5-Dimethyl-2-(2-(4-methylpiperazin-1-yl)ethoxy)benzyl)benzonitrile